(5-((2R,5S)-5-methylpiperidin-2-yl)benzo[d]thiazol-2-yl)ethanamine C[C@H]1CC[C@@H](NC1)C=1C=CC2=C(N=C(S2)C(C)N)C1